8-(2-tert-butylpyrimidin-5-yl)-3-(methoxymethyl)-6-oxo-2H,3H,4H,6H-pyrimido[2,1-b][1,3]thiazine-7-carbonitrile C(C)(C)(C)C1=NC=C(C=N1)C=1N=C2SCC(CN2C(C1C#N)=O)COC